4-(aminomethyl)tetrahydro-2H-thiopyran NCC1CCSCC1